FC1=CC=C(C=C1)C(\C=C\C=1SC=CC1)=O (E)-1-(4-fluorophenyl)-3-thiophen-2-ylprop-2-en-1-one